tert-butyl (3S)-3-[[5-amino-8-(2,6-dimethyl-4-pyridyl)-3-oxo-7-phenyl-[1,2,4]triazolo[4,3-c]pyrimidin-2-yl]methyl]morpholine-4-carboxylate NC1=NC(=C(C=2N1C(N(N2)C[C@@H]2N(CCOC2)C(=O)OC(C)(C)C)=O)C2=CC(=NC(=C2)C)C)C2=CC=CC=C2